C(CCCCC)N(C=O)CCCCCC N,N-dihexyl-formamide